2-(4-chlorophenoxy)-N-(1-(3-(4-chlorophenoxy)propanoyl)piperidin-4-yl)acetamide ClC1=CC=C(OCC(=O)NC2CCN(CC2)C(CCOC2=CC=C(C=C2)Cl)=O)C=C1